(S)-N-(2-(1-cyclopropyl-2-hydroxy-2-methylpropyl)-3-oxoisoindolin-4-yl)-3-fluoro-2-methylbenzamide C1(CC1)[C@@H](C(C)(C)O)N1CC2=CC=CC(=C2C1=O)NC(C1=C(C(=CC=C1)F)C)=O